N1=CNC=2N=CNC2C1=O 3,7-dihydro-6H-purin-6-one